phenyl-4-methoxyphenyltriazine C1(=CC=CC=C1)C=1C(=NN=NC1)C1=CC=C(C=C1)OC